Pinen oxid C123C(CCC(C1(C)C)C2)(C)O3